NC1CC(CCC1)C(=O)N 3-aminocyclohexanecarboxamide